6-(benzo1,3-dioxanyl)-4-(2,4-difluorophenyl)-pyrimidineamide O1C(OCC2=C1C=CC=C2)C2=CC(=NC(=N2)C(=O)N)C2=C(C=C(C=C2)F)F